NCC1=C2C=3C(=C4C(=NC3C=C1Cl)C1=CC3=C(C(N1C4)=O)COC([C@]3(O)CC)=O)CCC2 (S)-4-(aminomethyl)-5-chloro-9-ethyl-9-hydroxy-1,2,3,9,12,15-hexahydro-10h,13h-benzo[de]pyrano[3',4':6,7]indolizino[1,2-b]quinoline-10,13-dione